ClC1=NC=C(C=N1)CN1C=CC=C2C1=NC(N(C2=O)C2=CC(=CC(=C2)Cl)Cl)=O 8-((2-chloropyrimidin-5-yl)methyl)-3-(3,5-dichlorophenyl)pyrido[2,3-d]pyrimidin-2,4(3h,8h)-dione